((1R,3r,5S)-8-(3-(7-Chloro-2-methylbenzo[d]thiazol-6-yl)-4-cyano-1H-pyrazolo[3,4-d]pyrimidin-6-yl)-8-azabicyclo[3.2.1]oct-3-yl)carbamate ClC1=C(C=CC=2N=C(SC21)C)C2=NNC1=NC(=NC(=C12)C#N)N1[C@H]2CC(C[C@@H]1CC2)NC([O-])=O